C(=O)(O)[Cu] carboxy-copper